5-{5-Methyl-2-[4-(2-morpholin-4-yl-ethoxy)-phenylamino]-pyrimidin-4-ylamino}-3H-benzooxazol-2-one CC=1C(=NC(=NC1)NC1=CC=C(C=C1)OCCN1CCOCC1)NC=1C=CC2=C(NC(O2)=O)C1